(R)-1-(3-(1-aminoethyl)-2-methylphenyl)-1,1-difluoro-2-methylpropan-2-ol N[C@H](C)C=1C(=C(C=CC1)C(C(C)(O)C)(F)F)C